(4,4-difluorocyclohexyl)-3-(trans-3-(((S)-7-isopropyl-4,8-dimethyl-6-oxo-5,6,7,8-tetrahydropteridin-2-yl)amino)cyclobutyl)-1-methylurea FC1(CCC(CC1)N(C(=O)N[C@@H]1C[C@H](C1)NC1=NC=2N([C@H](C(NC2C(=N1)C)=O)C(C)C)C)C)F